(rac)-5-Chloro-3-methyl-2-[2-(6-methyl-3,3a,4,5,7,7a-hexahydro-2H-pyrrolo-[2,3-c]pyridin-1-yl)oxazolo[4,5-b]pyridin-5-yl]phenol ClC=1C=C(C(=C(C1)O)C1=CC=C2C(=N1)N=C(O2)N2CCC1C2CN(CC1)C)C